mercury-barium-copper [Cu].[Ba].[Hg]